[5-(2,4-difluorophenoxy)pyrazin-2-yl]-2-{4-[5-methoxy-6-(1H-pyrazol-3-yl)pyrazine-2-carbonyl]-3,3-dimethylpiperazin-1-yl}acetamide FC1=C(OC=2N=CC(=NC2)C(C(=O)N)N2CC(N(CC2)C(=O)C2=NC(=C(N=C2)OC)C2=NNC=C2)(C)C)C=CC(=C1)F